1-cyclobutyl-6-(trifluoromethyl)-1H-indol-2-amine C1(CCC1)N1C(=CC2=CC=C(C=C12)C(F)(F)F)N